[Pr+3].[Ce+3].C([O-])([O-])=O.[La+3] lanthanum carbonate cerium praseodymium